C(CC)S(=O)(=O)[O-].C[NH+](C(CCCCCCCCCCCCCCC)=O)C dimethyl-palmitoyl-ammonium propanesulfonate